FC1(CCN(CC1)C(=O)C1=CC=C2C(CC(N(C2=C1)CC)=O)C1=CC=2N(C=C1)C(N(N2)C)O)F 7-(4,4-difluoropiperidine-1-carbonyl)-1-ethyl-4-(2-methyl-3-oxyl-2,3-dihydro-[1,2,4]Triazolo[4,3-a]pyridin-7-yl)-3,4-dihydroquinolin-2(1H)-one